P(SC(C1=C(C=CC=C1)O)C1=CC=C(C=C1)Cl)(OCC)(OCC)=O S-((4-CHLOROPHENYL)(2-HYDROXYPHENYL)METHYL) O,O-DIETHYL PHOSPHOROTHIOATE